N-Acrylyl-Alanine C(C=C)(=O)N[C@@H](C)C(=O)O